(2R)-2-(6-{5-chloro-2-[(oxacyclohex-4-yl)amino]pyrimidin-4-yl}-1-oxo-2,3-dihydro-1H-isoindol-2-yl)-N-[(1S)-2-hydroxy-1-(3-methylphenyl)ethyl]butyramide pyrazole-5-carboxylate N1N=CC=C1C(=O)O.ClC=1C(=NC(=NC1)NC1CCOCC1)C1=CC=C2CN(C(C2=C1)=O)[C@@H](C(=O)N[C@H](CO)C1=CC(=CC=C1)C)CC